FC1=CC(=C(C=C1)C1=CC(=CC=C1)C1=NC2=C(N1)C(=CC(=C2)CO)C(F)(F)F)C2=NN=CN2C (2-(4'-Fluoro-2'-(4-methyl-4H-1,2,4-triazol-3-yl)-[1,1'-biphenyl]-3-yl)-7-(trifluoromethyl)-1H-benzo[d]imidazol-5-yl)methanol